2-(2,6-dioxopiperidin-3-yl)-1-oxo-N-((R)-2,2,2-trifluoro-1-(pyridin-3-yl)ethyl)isoindoline-5-carboxamide ethyl-4-(1-methyl-3-(trifluoromethyl)-1H-1,2,4-triazol-5-yl)benzoate C(C)OC(C1=CC=C(C=C1)C1=NC(=NN1C)C(F)(F)F)=O.O=C1NC(CCC1N1C(C2=CC=C(C=C2C1)C(=O)N[C@@H](C(F)(F)F)C=1C=NC=CC1)=O)=O